2-(3-(benzyloxy)propyl)-6-(5-(3-fluorophenyl)thiophen-2-yl)-1-methyl-1H-imidazo[4,5-c]pyridin-4-amine C(C1=CC=CC=C1)OCCCC=1N(C2=C(C(=NC(=C2)C=2SC(=CC2)C2=CC(=CC=C2)F)N)N1)C